3-((4-chloro-5-((3-(2,3-dihydrobenzo[b][1,4]dioxin-6-yl)-2-methylbenzyl)oxy)-2-formylphenoxy)methyl)benzonitrile ClC1=CC(=C(OCC=2C=C(C#N)C=CC2)C=C1OCC1=C(C(=CC=C1)C1=CC2=C(OCCO2)C=C1)C)C=O